(R)-1'-(3-(3,4-dihydro-1,5-naphthyridin-1(2H)-yl)-1H-pyrazolo[3,4-b]pyrazin-6-yl)-3H-spiro[benzofuran-2,4'-piperidine]-3-amine N1(CCCC2=NC=CC=C12)C1=NNC2=NC(=CN=C21)N2CCC1(CC2)OC2=C([C@H]1N)C=CC=C2